C(C)(C)(C)OC(=O)N1CC=2NN=C(C2C1)C(=O)N1CCC(CC1)C1=C(C=CC=C1)C(F)(F)F 3-(4-(2-(trifluoromethyl)phenyl)piperidine-1-carbonyl)-4,6-dihydropyrrolo[3,4-c]pyrazol-5(1H)-carboxylic acid tert-butyl ester